OC(COC(C=C)=O)COC1=CC=CC=C1 2-Hydroxy-3-phenoxypropylacrylat